(5-morpholino-1,3,4-oxadiazol-2-yl)methanone O1CCN(CC1)C1=NN=C(O1)C=O